ClCC1=CC=C(C=C1)C(=O)N1CCC=2C3=C(C4=C(CC13)C=CC=C4)C(=C(C2)OC)OC (4-chloromethylphenyl)(1,2-dimethoxy-4,5,6a,7-tetrahydro-6H-dibenzo[de,g]quinolin-6-yl)methanone